(S)-4-(5-(5-fluoro-2-methoxypyridin-4-yl)-1H-pyrazole-3-carbonyl)-N-(((R)-5,6,7,8-tetrahydroimidazo[1,2-a]pyridin-6-yl)methyl)-4-azaspiro[2.5]octane-7-carboxamide FC=1C(=CC(=NC1)OC)C1=CC(=NN1)C(=O)N1C2(CC2)C[C@H](CC1)C(=O)NC[C@H]1CCC=2N(C1)C=CN2